FC(N1C=NC2=C1C=CC(=C2)OC2=C(C(=C(NC1=NC=NC3=CC=C(C=C13)N1CCN(CC1)C(=O)OC(C)(C)C)C=C2)F)C)F tert-butyl 4-[4-[4-[1-(difluoromethyl)benzimidazol-5-yl]oxy-2-fluoro-3-methyl-anilino]quinazolin-6-yl]piperazine-1-carboxylate